O1C(=CC=C1)C=C1C(C2=CC=CC=C2C1=O)=O 2-((furan-2-yl)methylene)-2H-indene-1,3-dione